C=1(C(=CC=CC1)C(=O)OC)C(=O)OCCCC 1,2-Benzenedicarboxylic acid, butyl methyl ester